OC1=C(C=CC=C1)C(C1=C(C=CC=C1)O)C1=C(C=CC=C1)O tris-(hydroxyl-phenyl)methane